C(/C(=C\\C(=O)[O-])/C(=O)[O-])C(=O)C(=O)[O-] The molecule is trianion of (1E)-4-oxobut-1-ene-1,2,4-tricarboxylic acid arising from deprotonation of all three carboxylic acid groups. It is a conjugate base of a (1E)-4-oxobut-1-ene-1,2,4-tricarboxylic acid.